BrC=1C(=CC2=C(OC[C@@H](N2C(=O)OC(C)(C)C)C)N1)CC1=CC=C(C=C1)F tert-butyl (S)-6-bromo-7-(4-fluorobenzyl)-2-methyl-2,3-dihydro-1H-pyrido[2,3-b][1,4]oxazine-1-carboxylate